5-((dimethyl(oxo)-λ6-sulfaneylidene)amino)-1-((10-hydroxy-7-azaspiro[4.5]decan-10-yl)methyl)-4-phenylpyridin-2(1H)-one CS(=O)(C)=NC=1C(=CC(N(C1)CC1(CCNCC12CCCC2)O)=O)C2=CC=CC=C2